2,2,2-Trifluoroethyl 2-methyl-2-(7-phenyl-5-(p-tolyl)-5,6-diazaspiro[2.4]hept-6-en-4-yl)propanoate CC(C(=O)OCC(F)(F)F)(C)C1C2(CC2)C(=NN1C1=CC=C(C=C1)C)C1=CC=CC=C1